(R)-1-((2S,4R)-1-(4-(benzyloxy)-3,5-difluorobenzoyl)-4-fluoropyrrolidin-2-carbonyl)pyrrolidin-2-carbonitril C(C1=CC=CC=C1)OC1=C(C=C(C(=O)N2[C@@H](C[C@H](C2)F)C(=O)N2[C@H](CCC2)C#N)C=C1F)F